NCCCNC(=O)C1=CC2=C(N3C(S2)=NC(=C3)C3=CC=C(C=C3)C)C=C1 N-(3-aminopropyl)-2-(p-tolyl)benzo[d]imidazo[2,1-b]thiazole-7-carboxamide